C[Si](CC)(C)C TRIMETHYLETHYLSILANE